(3R,11aS)-7-((4-((2-chloropyridin-4-yl)oxy)-3,5-difluorobenzyl)oxy)-3,4-dihydro-1H,9H,11H-3,11a-methanopyrimido[6',1':2,3]imidazo[5,1-c][1,4]oxazin-9-one ClC1=NC=CC(=C1)OC1=C(C=C(COC2=NC(N3C(N4[C@]5(CO[C@@H](C4)C5)C3)=C2)=O)C=C1F)F